3-diazo-3,4-dihydro-4-oxo-1-naphthalenesulfonate [N+](=[N-])=C1C=C(C2=CC=CC=C2C1=O)S(=O)(=O)[O-]